S1C=NC=C1C(C)=O 1-(thiazol-5-yl)ethan-1-one